(cyclopropoxymethyl)-N-(4,5-dimethylisoxazol-3-yl)-[1,1'-biphenyl]-2-sulfonamide C1(CC1)OCC1=C(C(=CC=C1)C1=CC=CC=C1)S(=O)(=O)NC1=NOC(=C1C)C